CC=1N=NN(N1)CC[Si](OCC)(OCC)OCC 5-methyl-2-[2-(triethoxysilyl)ethyl]-2H-tetrazole